C1(CCCC1)N1C(=CC2=C(C=CC=C12)NC1CCN(CC1)C)C#CCNC=1C=CC(=NC1)C(C#N)(C)C 2-{5-[(3-{1-cyclopentyl-4-[(1-methylpiperidin-4-yl)amino]-1H-indol-2-yl}prop-2-yn-1-yl)amino]pyridin-2-yl}-2-methylpropanenitrile